methyl (4-(7-(3,4-dimethoxyphenyl)pyrazolo[1,5-a]pyrimidine-2-carboxamido)benzoyl)-L-valinate COC=1C=C(C=CC1OC)C1=CC=NC=2N1N=C(C2)C(=O)NC2=CC=C(C(=O)N[C@@H](C(C)C)C(=O)OC)C=C2